trans-2-cyano-N-(6,8-dichloro-2,7-naphthyridin-3-yl)cyclopropane-1-carboxamide C(#N)[C@H]1[C@@H](C1)C(=O)NC=1N=CC2=C(N=C(C=C2C1)Cl)Cl